C(=C)C1=CC=C(C=C1)COC=1C=C(C=O)C=CC1 3-[(4-ethenylphenyl)methoxy]-benzaldehyde